F[C@H]1CN(CC1)C1=CC=C(C=N1)C=1N(C(=C(N1)CNCC1=CC=C(C=C1)OC)C(=O)OCC)C ethyl (R)-2-(6-(3-fluoropyrrolidin-1-yl) pyridin-3-yl)-4-(((4-methoxybenzyl) amino) methyl)-1-methyl-1H-imidazole-5-carboxylate